(2S)-2-aminopropionate N[C@H](C(=O)[O-])C